The molecule is a dipeptide obtained by formal condensation of the carboxy group of L-alanine with the alpha-amino group of L-lysine. It has a role as a marine metabolite. C[C@@H](C(=O)N[C@@H](CCCCN)C(=O)O)N